OCC1=CC(=C2CN(CC2=C1)C(=O)OC(C)(C)C)N[C@@H]1COCC1 tert-Butyl (S)-6-(hydroxymethyl)-4-((tetrahydrofuran-3-yl)amino)isoindoline-2-carboxylate